COC(=O)C1N(C(CC1)C1=CC=C(C=C1)F)CCCF 5-(4-fluorophenyl)-1-(3-fluoropropyl)pyrrolidine-2-carboxylic acid methyl ester